N[C@H](C)C=1C=C(C=C2C(N(C(=NC12)C1CCOCC1)C)=O)Cl (R)-8-(1-aminoethyl)-6-chloro-3-methyl-2-(tetrahydro-2H-pyran-4-yl)quinazolin-4(3H)-one